ClC1=C2C=C(C=NC2=NC(=C1)C1=CC2=CN(N=C2C(=C1)F)C)N1C[C@@H](N(CC1)C(=O)OC(C)(C)C)C tert-butyl (2S)-4-[5-chloro-7-(7-fluoro-2-methylindazol-5-yl)-1,8-naphthyridin-3-yl]-2-methylpiperazine-1-carboxylate